FC1=C(CNC(=O)C=2C(C(=C3N([C@H]4[C@@](C=C[C@@H](N(C3=O)C4)C)([2H])OC)C2)O)=O)C=CC(=C1)F (3S,6S,7R)-N-(2,4-difluorobenzyl)-12-hydroxy-6-methoxy-3-methyl-1,11-dioxo-1,6,7,11-tetrahydro-3H-2,7-methanopyrido[1,2-a][1,4]diazonine-6-d-10-carboxamide